OCC=1C=C(C(=CC1)O)C=O 3-hydroxymethyl-6-hydroxy-benzene-1-carboxaldehyde